5-((2S,3R,4S,5R)-3,4-dihydroxy-5-(hydroxymethyl)tetrahydrofuran-2-yl)-1-(methylthio)pyrimidine-2,4(1H,3H)-dione O[C@H]1[C@@H](O[C@@H]([C@H]1O)CO)C=1C(NC(N(C1)SC)=O)=O